rac-cis-1-(4-aminopyrimidin-2-yl)-5,5-difluoro-4-methoxy-piperidin-3-ol NC1=NC(=NC=C1)N1C[C@H]([C@H](C(C1)(F)F)OC)O |r|